C(C)(C)(C)OC(=O)NC1CC(C1)(C(=O)OC)C methyl cis-3-(tert-butoxycarbonylamino)-1-methyl-cyclobutanecarboxylate